2-(5-formyl-2-thienyl)-2-methyl-propanenitrile C(=O)C1=CC=C(S1)C(C#N)(C)C